4-(4-chloro-3-fluorophenyl)-2-methylpiperazine-1-carboxylate ClC1=C(C=C(C=C1)N1CC(N(CC1)C(=O)[O-])C)F